BrC=1C=C2C(N(C=NC2=C(C1)F)C)=O 6-bromo-8-fluoro-3-methylquinazolin-4(3H)-one